(R)-4-hydroxy-N-(1-(5-((4-(4-morpholino-7H-pyrrolo[2,3-d]pyrimidin-6-yl)phenyl)amino)pyrimidin-2-yl)piperidin-3-yl)but-2-ynamide OCC#CC(=O)N[C@H]1CN(CCC1)C1=NC=C(C=N1)NC1=CC=C(C=C1)C1=CC2=C(N=CN=C2N2CCOCC2)N1